N'-isopropylpropionimidamide C(C)(C)N=C(CC)N